C1(=CC=CC=C1)C1NC(=NC1C1=CC=CC=C1)CC=1C=C(C=CC1)CN1C=NC(C1C1=CC=CC=C1)C1=CC=CC=C1 ({m-[(4,5-Diphenyl-1-imidazolinyl)methyl]phenyl}methyl)-4,5-diphenylimidazoline